N-((S)-2,4-dimethyl-5-oxo-5,6,7,8-tetrahydro-4H-pyrazolo[1,5-a][1,3]diazepin-6-yl)-1-(((1S,3S)-3-ethylcyclobutyl)methyl)-1H-1,2,4-triazole-3-carboxamide CC1=NN2C(N(C([C@H](CC2)NC(=O)C2=NN(C=N2)CC2CC(C2)CC)=O)C)=C1